C12NC(CC2C1)=O 2-Azabicyclo[3.1.0]hexan-3-one